O1CCN(CC1)C(C[C@H](C(N[C@@H](CCC)B1O[C@@]2([C@H](O1)C[C@H]1C([C@@H]2C1)(C)C)C)=O)NC(=O)C1=NC=CN=C1)=O N-((R)-4-morpholino-1,4-dioxo-1-(((R)-1-((3aS,4S,6S,7aR)-3a,5,5-trimethyl-hexahydro-4,6-methanobenzo[d][1,3,2]dioxaborol-2-yl)butyl)amino)butan-2-yl)pyrazine-2-carboxamide